5-chloro-2-hydrazinyl-4-iodopyridine ClC=1C(=CC(=NC1)NN)I